FC(C1=CN=C2N1N=C(C=C2)C2=CNC=1N=C(N=CC12)NCC(C)(F)F)F 5-(3-(difluoromethyl)imidazo[1,2-b]pyridazin-6-yl)-N-(2,2-difluoropropyl)-7H-pyrrolo[2,3-d]pyrimidin-2-amine